6-[[5-(3-ethyl-1,2,4-oxadiazol-5-yl)-4-[[(1S)-2-hydroxy-1-phenyl-ethyl]amino]pyrimidin-2-yl]amino]-3,4-dihydro-1H-quinolin-2-one C(C)C1=NOC(=N1)C=1C(=NC(=NC1)NC=1C=C2CCC(NC2=CC1)=O)N[C@H](CO)C1=CC=CC=C1